(6S)-6-methoxy-N'-(((R)-3-methyl-1,2,3,5,6,7-hexahydro-s-indacen-4-yl)carbamoyl)-6,7-dihydro-5H-pyrazolo[5,1-b][1,3]oxazine-3-sulfonimidamide CO[C@H]1CN2C(OC1)=C(C=N2)S(=O)(N)=NC(NC2=C1[C@@H](CCC1=CC=1CCCC21)C)=O